2,6-Difluoro-4-(6-(isopropyl-(propyl)amino)-4-methylpyridinamido)benzoic acid FC1=C(C(=O)O)C(=CC(=C1)NC(=O)C1=NC(=CC(=C1)C)N(CCC)C(C)C)F